FC1=C(C(=O)NCCC2=CC=CC=C2)C=CC(=C1)F 2,4-difluoro-N-phenethyl-benzamide